ethyl-l-1-methoxy-2,3,4,4a,5,6-hexahydro-1H,14H-pyrazino[1',2':5,6][1,5]oxazocino[2,3-g]quinolin-14-one 2,2,2-trifluoroacetate FC(C(=O)O)(F)F.C(C)C1(CNCC2N1C(C1=C(C=C3C=CC=NC3=C1)OCC2)=O)OC